C(OCC\C=C/CC)([O-])=O (3Z)-3-hexen-1-yl carbonate